2,7-bis(2-octyl-dodecyl)benzo[2,1-b:3,4-b']dithiophene-4,5-dione C(CCCCCCC)C(CC1=CC2=C(S1)C=1SC(=CC1C(C2=O)=O)CC(CCCCCCCCCC)CCCCCCCC)CCCCCCCCCC